13-Hydroxy-docosanoic acid OC(CCCCCCCCCCCC(=O)O)CCCCCCCCC